C(C)(C)(C)OC(C1=C(N=C(C=C1)Cl)CC[C@@H]1[C@H](C1)CO)=O 6-chloro-2-(2-((1S,2S)-2-(hydroxymethyl)cyclopropyl)ethyl)nicotinic acid tert-butyl ester